N-[(1R)-1-(1,1-difluoro-2,3-dihydro-1H-inden-4-yl)ethyl]-4-methoxy-5-(morpholin-4-yl)-2-{[2-(trimethylsilyl)ethoxy]methyl}-2H-indazole-7-carboxamide FC1(CCC2=C(C=CC=C12)[C@@H](C)NC(=O)C1=CC(=C(C2=CN(N=C12)COCC[Si](C)(C)C)OC)N1CCOCC1)F